FC1C=CS(=O)(=O)OC1 3-fluoro-1-butene-1,4-sultone